tributylhexyl-phosphine 2,2-dimethylhexanoate CC(C(=O)O)(CCCC)C.C(CCC)C(CCCCCP)(CCCC)CCCC